(4-(bromomethyl)-2-chlorophenoxy)(tert-butyl)dimethylsilane BrCC1=CC(=C(O[Si](C)(C)C(C)(C)C)C=C1)Cl